5-(bis(1H-pyrrolo[2,3-c]pyridin-3-yl)methyl)benzene-1,2,3-triol N1C=C(C=2C1=CN=CC2)C(C=2C=C(C(=C(C2)O)O)O)C2=CNC1=CN=CC=C12